BrC1=C(C(=CC(=C1)C(C)(C)C1=CC(=C(C(=C1)Br)O)Br)Br)O 2,6-dibromo-4-[1-(3,5-dibromo-4-hydroxy-phenyl)-1-methyl-ethyl]phenol